Benzotriazol-1-yloxytris(dimethylamino)-phosphonium hexafluoro-phosphate F[P-](F)(F)(F)(F)F.N1(N=NC2=C1C=CC=C2)O[P+](N(C)C)(N(C)C)N(C)C